3-Bromo-5'-(1-methyl-1H-1,2,3-triazol-5-yl)-2-oxo-2H-[1,3'-bipyridine]-5-carboxylic acid BrC=1C(N(C=C(C1)C(=O)O)C=1C=NC=C(C1)C1=CN=NN1C)=O